O=C1NC(CCC1N1C(N(C2=C1C=CC(=C2)CC=O)C)=O)=O 2-[1-(2,6-dioxo-3-piperidyl)-3-methyl-2-oxo-benzimidazol-5-yl]Acetaldehyde